bis((7-(4-(4-(benzo[b]thiophen-4-yl)piperazin-1-yl)butoxy)-2-oxoquinolin-1(2H)-yl)methyl) heptanedioate C(CCCCCC(=O)OCN1C(C=CC2=CC=C(C=C12)OCCCCN1CCN(CC1)C1=CC=CC=2SC=CC21)=O)(=O)OCN2C(C=CC1=CC=C(C=C21)OCCCCN2CCN(CC2)C2=CC=CC=1SC=CC12)=O